F[C@H]1[C@@H](O[C@@H]([C@H]1O)CO)N1C=NC=2C(N)=NC=NC12 deoxy-2'-fluoroadenosine